ClC=1C=C(C=2CCC(C2C1)O)S(=O)(=O)NC1=C(C(=C(C=C1)F)C=1C=C2C=NC(=NC2=C(C1)OC)NC1CCN(CC1)C1=CC=NC=C1)F 6-chloro-N-(2,4-difluoro-3-(8-methoxy-2-((1-(pyridin-4-yl)piperidin-4-yl)amino)quinazolin-6-yl)phenyl)-1-hydroxy-2,3-dihydro-1H-indene-4-sulfonamide